ClC=1C(=C(CNC(CN(C(CN2N=C(C3=CC=CC=C23)C(=O)N)=O)[C@@H]2[C@H](CCC2)O)=O)C=CC1)F 1-(2-((2-((3-chloro-2-fluorobenzyl)amino)-2-oxoethyl)((1S,2S)-2-hydroxycyclopentyl)amino)-2-oxoethyl)-1H-indazole-3-carboxamide